8'-(5-chloro-2-(isopropylamino)pyridin-4-yl)-2'-(2-(hydroxymethyl)benzyl)-2',3'-dihydro-1'h,5'h-spiro[azetidine-3,4'-pyrrolo[1,2-a][1,4]diazepin]-1'-one ClC=1C(=CC(=NC1)NC(C)C)C=1C=C2N(CC3(CN(C2=O)CC2=C(C=CC=C2)CO)CNC3)C1